6-methyl-1,4-oxaazepan-6-ol hydrochloride Cl.CC1(CNCCOC1)O